CC(C1=CC=CC=C1)N alpha-methylbenzylamine